C(CCCCCCCCC)(=O)OCC Ethyl decanoate